FC1=C(N=CC2=C1N=C(N=C2)OC[C@]21CCCN1C[C@@H](C2)F)[Sn](CCCC)(CCCC)CCCC 8-fluoro-2-(((2R,7aS)-2-fluorohexahydro-1H-pyrrolizin-7a-yl)methoxy)-7-(tributylstannyl)pyrido[4,3-d]pyrimidin